2-(6-(((1r,2r,3s,5s)-2-fluoro-9-azabicyclo[3.3.1]non-3-yl)oxy)pyridazin-3-yl)-5-(5-methylthiophene-3-yl)phenol F[C@@H]1[C@H]2CCC[C@@H](C[C@@H]1OC1=CC=C(N=N1)C1=C(C=C(C=C1)C1=CSC(=C1)C)O)N2